5-[3-[(1R)-2,2-difluoro-1-[4-fluoro-3-(2-methoxyethoxy)phenyl]ethoxy]-1-methyl-pyrazolo[3,4-c]pyridazin-5-yl]-1H-pyrimidine-2,4-dione FC([C@H](OC1=NN(C2=NN=C(C=C21)C=2C(NC(NC2)=O)=O)C)C2=CC(=C(C=C2)F)OCCOC)F